di(cyclopentyl)dimethoxysilane methyl-(8S)-1,4-dioxa-7-azaspiro[4.4]nonane-8-carboxylate COC(=O)[C@H]1NCC2(OCCO2)C1.C1(CCCC1)[Si](OC)(OC)C1CCCC1